(3S)-1-[6-[[1-(trifluoromethyl)cyclopropyl]methylamino]-2-azaspiro[3.3]heptane-2-carbonyl]pyrrolidine-3-carboxamide FC(C1(CC1)CNC1CC2(CN(C2)C(=O)N2C[C@H](CC2)C(=O)N)C1)(F)F